(2R,3S)-N-(2-Amino-3-fluoro-4-((4-hydroxybenzyl)amino)phenyl)-2,3-difluorodecanamid NC1=C(C=CC(=C1F)NCC1=CC=C(C=C1)O)NC([C@H]([C@H](CCCCCCC)F)F)=O